BrC=1C(=C(C=C(C1)F)C=1C(=NN(C1C)C)C)F 4-(3-bromo-2,5-difluorophenyl)-1,3,5-trimethylpyrazole